[1-(4-Chlorophenyl)cyclopentyl]methyl 4-[2-(4-fluorophenyl)-4-oxo-1,3-thiazolidin-3-yl]-3-methylbenzoate FC1=CC=C(C=C1)C1SCC(N1C1=C(C=C(C(=O)OCC2(CCCC2)C2=CC=C(C=C2)Cl)C=C1)C)=O